C1(=CC=CC2=CC=CC=C12)OP(=O)(OC1=CC=C(C=C1)[N+](=O)[O-])N[C@@H](C)C(=O)OC(C)C Isopropyl ((naphthalen-1-yloxy)(4-nitrophenoxy)phosphoryl)-L-alaninate